BrC=1C=C(C(=C2CN(C(C12)=O)C(=O)OC(C)(C)C)I)Cl Tert-Butyl 7-bromo-5-chloro-4-iodo-1-oxoisoindoline-2-carboxylate